methyl 4-(2-(4-((((4-chlorobenzyl)oxy)carbonyl)amino)phenyl)acetyl)piperazine-1-carboxylate ClC1=CC=C(COC(=O)NC2=CC=C(C=C2)CC(=O)N2CCN(CC2)C(=O)OC)C=C1